1-[3-[2-[2-[2-[2-[[2-(2,6-dioxo-3-piperidinyl)-1,3-dioxo-isoindol-5-yl]amino]ethoxy]ethoxy]ethoxy]propoxy]-4-piperidinyl]isoindole-2-carboxylate O=C1NC(CCC1N1C(C2=CC=C(C=C2C1=O)NCCOCCOCCOC(COC1CNCCC1C=1N(C=C2C=CC=CC12)C(=O)[O-])C)=O)=O